NC1=C2CN(CC2=CC=C1)C(=O)C1=C(C(=C(C=C1O)O)C)OCC1CCCCC1 (4-Aminoisoindolin-2-yl)(2-(cyclohexylmethoxy)-4,6-dihydroxy-3-methylphenyl)methanone